2-(7-chloro-1-methylisoquinolin-5-yl)-2-(3-(5-(5,6,7,8-tetrahydro-1,8-naphthyridin-2-yl)pentyloxy)azetidin-1-yl)acetic acid ClC1=CC(=C2C=CN=C(C2=C1)C)C(C(=O)O)N1CC(C1)OCCCCCC1=NC=2NCCCC2C=C1